D-3-hydroxyphenylalanine OC=1C=C(C[C@@H](N)C(=O)O)C=CC1